2-(7-(((1s,3s)-3-hydroxy-3-methylcyclobutyl)amino)furo[2,3-d]pyridazin-4-yl)-5-(trifluoromethyl)phenol OC1(CC(C1)NC=1N=NC(=C2C1OC=C2)C2=C(C=C(C=C2)C(F)(F)F)O)C